C(CCC)NC1=NC(=NC(=N1)S)S 2-n-butylamino-4,6-dimercapto-s-triazine